O1[C@H](CCC1)CCCCC=C ((S)-TETRAHYDROFURAN-2-YL)HEX-5-ENE